5-amino-1H-pyrazole-4-carboxylic acid ethyl ester C(C)OC(=O)C=1C=NNC1N